OOOC(C)(C)C tert-butyl hydroxy peroxide